N=1NN=NC1CC=1C=CC(=C(CC=2C(=NC(=NC2C)N)N[C@H](CCSC)CCCC)C1)OC (S)-5-(5-((2H-tetrazol-5-yl)methyl)-2-methoxybenzyl)-6-methyl-N4-(1-(methylthio)-hept-3-yl)pyrimidine-2,4-diamine